C(CCCCCCC\C=C/CCCCCCCC)[N+](CCO)(CC)CCCCCCCC\C=C/CCCCCCCC dioleylethyl-hydroxyethyl-ammonium